FC=1C=CC(=NC1)C1=NN2C(CCC(C2)COC)=C1 2-(5-fluoropyridin-2-yl)-6-(methoxymethyl)-4,5,6,7-tetrahydropyrazolo[1,5-a]pyridine